P(=O)(OCCC=O)(OCCC=O)OCCC=O tris-(2-formylethyl) phosphate